methyl 3,3,3-trifluoro-2-hydroxy-propanoate FC(C(C(=O)OC)O)(F)F